CN(C(CCC(=O)NC(CCCCCCC(C(=O)O)F)CCCCCCCCC)CCCCCCCC(OOC(CC)CC)=O)C 9-[4-(dimethylamino)-N-{8-oxo-8-[(3-pentyloxy)oxy]octyl}butyrylamino]-2-fluorooctadecanoic acid